1-(3-Bromo-2-methylphenyl)-5-methyl-N-(quinolin-2-yl)-1H-1,2,3-triazole-4-carboxamide BrC=1C(=C(C=CC1)N1N=NC(=C1C)C(=O)NC1=NC2=CC=CC=C2C=C1)C